C(CCCCC)C1C(C1CCCCCC)C(=O)[O-].[Na+] sodium 2,3-dihexylcyclopropanecarboxylate